OC1=C(C(=CC(=C1)O)CCC)S(=O)(=O)N(C)C 2,4-dihydroxy-N,N-dimethyl-6-propylbenzenesulfonamide